N-(2-amino-3-fluoro-4-((4-(trifluoromethyl)benzyl)amino)phenyl)-2,3-difluoroheptanamide NC1=C(C=CC(=C1F)NCC1=CC=C(C=C1)C(F)(F)F)NC(C(C(CCCC)F)F)=O